ClC1=CC(=CC(=C1)C(=C)C(F)(F)OC1=CC=C(C=C1)C(C)(C)C)Cl 1,3-dichloro-5-(3-(4-tert-butylphenoxy)-3,3-difluoroprop-1-en-2-yl)benzene